C(C)(C)(C)OC(=O)N1C(C(C2=NNC(C=3C=C(C=C1C23)F)=O)N2C(NC3(CCC3)C2=O)=S)C2=CC=C(C=C2)F 5-fluoro-8-(4-fluorophenyl)-9-(8-oxo-6-thioxo-5,7-diazaspiro[3.4]octane-7-yl)-8,9-dihydro-2H-pyrido[4,3,2-de]phthalazine-3(7H)-one-7-carboxylic acid tert-butyl ester